C1(=CC=CC=C1)/C=C/C(=O)[O-] (2E)-3-phenylprop-2-enoate